BrC=1C(=NN(C1)C(C)OCC)C1CC1 4-bromo-3-cyclopropyl-1-(1-ethoxyethyl)-1H-pyrazole